INC([O-])=O Iodocarbamate